Cl.N1=C(C=CC=C1)C1=C2C(N(C1)C(=O)N)=CC=1C(N=CC1)=C2 3-pyridinylbenzo[1,2-b:4,5-b']dipyrrole-1(2H)-carboxamide hydrochloride